ClC=1C=C(C=CC1F)C(O)C=1N(C(=C(N1)S(=O)(=O)C)C)COCC[Si](C)(C)C (3-chloro-4-fluorophenyl)(5-methyl-4-(methylsulfonyl)-1-((2-(tri-methylsilyl)ethoxy)methyl)-1H-imidazol-2-yl)methanol